COC=CC(=O)N 3-(Methoxy)acrylamide